(S)-4-(5-(5-fluoro-2-methoxypyridin-4-yl)-1H-pyrazole-3-carbonyl)-N-((4-methylpyrazin-3-yl)methyl)-4-azaspiro[2.5]octane-7-carboxamide FC=1C(=CC(=NC1)OC)C1=CC(=NN1)C(=O)N1C2(CC2)C[C@H](CC1)C(=O)NCC1C=NC=CN1C